C1=CC=CC=2C3=CC=CC=C3C(C12)COC(=O)N[C@@H](CC1=C(C=CC=C1)OC)C(=O)O N-[(9H-Fluoren-9-ylmethoxy)carbonyl]-2-methoxy-L-phenylalanine